N(C1=CC=CC=C1)C1=NC(=NC(=N1)N1CCOCC1)NC(=C(C=1C(=CC=CC1)S(=O)(=O)O)NC1=NC(=NC(=N1)NC1=CC=CC=C1)N1CCOCC1)C=1C(=CC=CC1)S(=O)(=O)O.CN(C1=CC(=C(C=C1)OC)NC([C@@H](NCC)CC(C)C)=O)C1=CC(OC2=CC=CC=C12)=O 4-(N-methyl-N-(3-(N-ethyl-L-leucinylamino)-4-methoxyphenyl)-amino)coumarin bis{[4-anilino-6-morpholino-s-triazin-2-yl]-amino}-2,2'-stilbenedisulfonate